C(=O)O.CN(C)CC1=C(C=CC(=N1)NC=1C=CC(=C2CNC(C12)=O)C1=CN=C2N1C=CC(=C2)F)N2CCOC1(CC1)C2 7-[[6-[(dimethyl-amino)methyl]-5-(4-oxa-7-azaspiro[2.5]octan-7-yl)-2-pyridyl]amino]-4-(7-fluoro-imidazo[1,2-a]pyridin-3-yl)isoindolin-1-one Formic acid salt